2-Fluoro-5-[(4-oxo-3,4-dihydrophthalazin-1-yl)methyl]benzaldehyde FC1=C(C=O)C=C(C=C1)CC1=NNC(C2=CC=CC=C12)=O